ClC=1C2=C(C=NC1)C=NN2CC2=CC=C(C=C2)OC 7-chloro-1-(4-methoxybenzyl)-1H-pyrazolo[4,3-c]pyridine